(2-(((4-bromo-2-((1S*,2S*)-2-(4-methylpyrimidin-2-yl)cyclopropyl)quinolin-7-yl)amino)methyl)-6-cyclopropylimidazo[1,2-a]pyridin-8-yl)-3-methylimidazolidine-2,4-dione BrC1=CC(=NC2=CC(=CC=C12)NCC=1N=C2N(C=C(C=C2N2C(N(C(C2)=O)C)=O)C2CC2)C1)[C@@H]1[C@H](C1)C1=NC=CC(=N1)C |o1:33,34|